C[C@H](C(=O)[O-])CC (S)-2-methylbutanoate